diaminostilbene-sulphonic acid NC(=C(C=1C(=CC=CC1)S(=O)(=O)O)N)C1=CC=CC=C1